C(C)(C)(C)OC(=O)C1=C(C=C(C=C1)CCC(=O)O)Cl 3-(4-(tert-butoxycarbonyl)-3-chlorophenyl)propanoic acid